N1C=C(C2=CC=CC=C12)C[C@@H](C(=O)N[C@H](C(=O)OC(C)C)CCC(C=[N+]=[N-])=O)NC(C1=CC=NC=C1)=O isopropyl (S)-2-((S)-3-(1H-indol-3-yl)-2-(isonicotinamido) propanamido)-6-diazo-5-oxohexanoate